FC1=CC(=C(C=C1C=1C=NC(=NC1)C)NC(=O)C1=CNC(C=C1C(F)(F)F)=O)N1C[C@@H](N([C@@H](C1)C)C)C N-[4-fluoro-5-(2-methylpyrimidin-5-yl)-2-[(3S,5R)-3,4,5-trimethylpiperazin-1-yl]phenyl]-6-oxo-4-(trifluoromethyl)-1H-pyridine-3-carboxamide